C1(CCCC1)OC1=C(C(=O)OC)C(=CC=C1)O Methyl 2-(cyclopentyloxy)-6-hydroxybenzoate